C(CCC)OC=1N=C(C2=C(N1)C(=CN2)CC2=CC=C(C=C2)CN2CCCC2)N 2-butoxy-7-(4-(pyrrolidine-1-ylmethyl)benzyl)-5H-pyrrolo[3,2-d]pyrimidine-4-amine